9-methyl-2-(oxiran-2-ylmethyl)-2,3,4,9-tetrahydro-1H-β-carboline CN1C2=CC=CC=C2C=2CCN(CC12)CC1OC1